Allophanat C(NC(=O)N)(=O)[O-]